4-(1-(2-chloro-4-(trifluoromethyl)phenyl)pyrrolidin-3-yl)benzoic acid ClC1=C(C=CC(=C1)C(F)(F)F)N1CC(CC1)C1=CC=C(C(=O)O)C=C1